ClC1=CC=C(C=C1)C[C@H]1[C@]([C@@](CC1)(C(=O)[O-])C)(CN1N=CN=C1)O (1R-2S,3S)-3-[(4-chlorophenyl)methyl]-2-hydroxy-1-methyl-2-(1H-1,2,4-triazol-1-ylmethyl)cyclopentanecarboxylate